FC([C@@H]1N(CCNC1)C(=O)OC(C)(C)C)(F)F tert-butyl (2R)-2-(trifluoromethyl)piperazine-1-carboxylate